C(C1=CC=CC=C1)/[N+](=C/COCCC(CCC=C(C)C)C)/[O-] (Z)-N-benzyl-2-((3,7-dimethyloct-6-en-1-yl)oxy)ethan-1-imine oxide